potassium carbon citrate C(CC(O)(C(=O)[O-])CC(=O)[O-])(=O)[O-].[C+4].[K+]